3-Nitrophenyl-acetamide [N+](=O)([O-])C=1C=C(C=CC1)CC(=O)N